5-amino-2,4-dichloropyridine NC=1C(=CC(=NC1)Cl)Cl